O=C1NC(CCC1N1C(C2=CC=CC(=C2C1=O)NC(CCC(=O)N1CCC(CC1)NC(OC(C)(C)C)=O)=O)=O)=O tert-butyl (1-(4-((2-(2,6-dioxopiperidin-3-yl)-1,3-dioxoisoindolin-4-yl)amino)-4-oxobutanoyl)piperidin-4-yl)carbamate